6-(3-Chloro-4-methoxy-phenyl)pyrazolo[3,4-b]pyrazin ClC=1C=C(C=CC1OC)C1=CN=C2C(=N1)NN=C2